C12N(CC(CC1)C2)C(=O)C2=CC1=C(C(N(CCO1)C[C@@H](CN1CC3=CC=CC=C3CC1)O)=O)C=C2 8-(2-azabicyclo[2.2.1]heptane-2-carbonyl)-4-[(2R)-3-(3,4-dihydro-1H-isoquinolin-2-yl)-2-hydroxy-propyl]-2,3-dihydro-1,4-benzoxazepin-5-one